tert-butyl (R)-(cyclopropylmethyl)(1-(5-(3-(4-(5-(pyrrolidin-1-yl)pyridin-3-yl)-1H-1,2,3-triazol-1-yl)oxetan-3-yl)pyridin-2-yl)piperidin-3-yl)carbamate C1(CC1)CN(C(OC(C)(C)C)=O)[C@H]1CN(CCC1)C1=NC=C(C=C1)C1(COC1)N1N=NC(=C1)C=1C=NC=C(C1)N1CCCC1